(6-(4-isopropylpiperazin-1-yl)pyridin-3-yl)boronic acid C(C)(C)N1CCN(CC1)C1=CC=C(C=N1)B(O)O